C(C)(C)(C)OC(=O)C12C(C(C1)C2)N2C=NC=1C2=C2C(=NC1)N(C=C2)S(=O)(=O)C2=CC=C(C)C=C2 (6-tosylimidazo[4,5-d]pyrrolo[2,3-b]pyridin-1(6H)-yl)bicyclo[1.1.1]pentane-1-carboxylic acid tert-butyl ester